3,3',5,5'-tetra-tert-butyl-6,6'-dimethoxy-2,2'-dihydroxy-1,1'-biphenyl C(C)(C)(C)C=1C(=C(C(=C(C1)C(C)(C)C)OC)C1=C(C(=CC(=C1OC)C(C)(C)C)C(C)(C)C)O)O